1-Methyl-4-butylpyridinium methansulfonat CS(=O)(=O)[O-].C[N+]1=CC=C(C=C1)CCCC